C(C)(=O)OCCN1C2=C(N=C3C(NC(N=C13)=O)=O)C=C(C(=C2)CC)Cl 2-(7-chloro-8-ethyl-2,4-dioxo-3,4-dihydrobenzo[g]pteridin-10(2H)-yl)ethyl acetate